tri-tert-butyl (3R,10S,14S)-3-[(4-methoxynaphthalen-2-yl)methyl]-1-{(1r,4S)-4-[2-(methylamino)ethyl]cyclohexyl}-1,4,12-trioxo-2,5,11,13-tetraazahexadecane-10,14,16-tricarboxylate COC1=CC(=CC2=CC=CC=C12)C[C@@H](NC(=O)C1CCC(CC1)CCNC)C(NCCCC[C@H](NC(N[C@@H](CCC(=O)OC(C)(C)C)C(=O)OC(C)(C)C)=O)C(=O)OC(C)(C)C)=O